N-(4-benzyl-5-(4-((7-(3-(dimethylamino)propanamido)-4-oxoquinazolin-3(4H)-yl)methyl)-4-hydroxypiperidin-1-yl)-5-oxopentyl)-4-chloro-2-methylquinoline-7-carboxamide C(C1=CC=CC=C1)C(CCCNC(=O)C1=CC=C2C(=CC(=NC2=C1)C)Cl)C(=O)N1CCC(CC1)(O)CN1C=NC2=CC(=CC=C2C1=O)NC(CCN(C)C)=O